ethyl 1-[(4-fluorophenyl) methyl]-6-isopropyl-2-oxo-1,8-naphthyridine-3-carboxylate FC1=CC=C(C=C1)CN1C(C(=CC2=CC(=CN=C12)C(C)C)C(=O)OCC)=O